ClC=1C=C(C=CC1)C(CO)NC(=O)C1=CN(C=C1)C1=CC(=NC=C1)NC1CNCC1 N-(1-(3-chloro-phenyl)-2-hydroxy-ethyl)-1-(2-(pyrrolidin-3-ylamino)pyridin-4-yl)-1H-pyrrole-3-carboxamide